O=CCCCC1=CN=CC(=N1)N1CCC(CC1)C(=O)OCC ethyl 1-(6-(4-oxobutyl)pyrazin-2-yl)piperidine-4-carboxylate